monoethyl carbonate monosodium salt [Na+].C(OCC)([O-])=O